NCC1=CC=C(C=C1)C=1N(C=C(N1)C(F)(F)F)C1CN(C1)C(=O)OC(C)(C)C tert-Butyl 3-(2-(4-(aminomethyl)phenyl)-4-(trifluoromethyl)-1H-imidazol-1-yl)azetidine-1-carboxylate